NC1=CC=C(C(=N1)C1=C(C=C2C(=NC=NC2=C1)N1CCN(CC1)C(C=C)=O)C(C)(F)F)C(F)(F)F 1-(4-(7-(6-amino-3-(trifluoromethyl)pyridin-2-yl)-6-(1,1-difluoroethyl)quinazolin-4-yl)piperazin-1-yl)prop-2-en-1-one